1-(3-(2-fluorophenyl)-2-(2-methoxyphenyl)quinolin-6-yl)-3-(2-hydroxybutyl)urea FC1=C(C=CC=C1)C=1C(=NC2=CC=C(C=C2C1)NC(=O)NCC(CC)O)C1=C(C=CC=C1)OC